C1=CC(=C(C(=C1)O)N)C(=O)C[C@@H](C(=O)[O-])[NH3+] The molecule is zwitterionic form of 3-hydroxy-L-kynurenine arising from transfer of a proton from the carboxy to the amino group; major species at pH 7.3 It is an enantiomer of a 3-hydroxy-D-kynurenine zwitterion. It is a tautomer of a 3-hydroxy-L-kynurenine.